(Triphenylphosphoranyliden)-acetaldehyd C1(=CC=CC=C1)P(C1=CC=CC=C1)(C1=CC=CC=C1)=CC=O